COCOC1=CC=C(C=C1)N1C2(COC2)CCCC1 5-[4-(methoxymethoxy)phenyl]-2-oxa-5-azaspiro[3.5]nonane